5-menthene-1-carbaldehyde C1(CCC(C=C1)C(C)C)(C)C=O